4'-((2,5-dibromo-1,3-phenylene)bis(oxy))bis(tert-butylbenzene) BrC1=C(C=C(C=C1OC1=C(C=CC=C1)C(C)(C)C)Br)OC1=C(C=CC=C1)C(C)(C)C